10-(2-(4-chlorophenyl)indol-3-yl)-10H-phenothiazine ClC1=CC=C(C=C1)C=1NC2=CC=CC=C2C1N1C2=CC=CC=C2SC=2C=CC=CC12